3,3-diethyl-8-(2-hydroxy-2-methoxypropoxy)-7-(methylthio)-5-phenyl-2,3,4,5-tetrahydro-1,5-benzothiazepine 1,1-dioxide C(C)C1(CS(C2=C(N(C1)C1=CC=CC=C1)C=C(C(=C2)OCC(C)(OC)O)SC)(=O)=O)CC